[I-].C[N+]1=NC2=CC=CC=C2C(=C1)C(=O)N[C@@H](C(=O)OC(C)(C)C)C tert-butyl (2R)-2-[(2-methylcinnolin-2-ium-4-carbonyl)amino]propanoate Iodide